N-(Cyanomethyl)-1-(2-((2-methoxy-4-(4-methylpiperazin-1-yl)phenyl)amino)pyrimidin-4-yl)-1H-pyrazole-4-carboxamide C(#N)CNC(=O)C=1C=NN(C1)C1=NC(=NC=C1)NC1=C(C=C(C=C1)N1CCN(CC1)C)OC